2-methyl-N-((1S,3R,4R)-spiro[bicyclo[2.2.1]heptane-2,1'-cyclohexan]-3-yl)propane-2-sulfinamide CC(C)(C)S(=O)N[C@@H]1[C@@H]2CC[C@@H](C2)C12CCCCC2